C1(CCC1)CC(NC(CC1CC(C1)(F)F)=O)C1=CC=2N(N=C1)C=C(N2)[C@H](C2CCC(CC2)(F)F)NC(OC(C)(C)C)=O tert-Butyl ((1S)-(7-(2-cyclobutyl-1-(2-(3,3-difluorocyclobutyl)acetamido)ethyl)imidazo[1,2-b]pyridazin-2-yl)(4,4-difluorocyclohexyl)methyl)carbamate